methylpiperidine lithium [Li].CN1CCCCC1